CC(C)(CC(C)O)O 2-methyl-pentane-2,4-diol